5-Fluoro-4-imino-3-methyl-1-[(4-methylphenyl)sulfonyl]-3,4-dihydropyrimidin-2(1H)-one FC=1C(N(C(N(C1)S(=O)(=O)C1=CC=C(C=C1)C)=O)C)=N